C(C)(C)C=1C=C(C=CC1)[C@@H](CC=O)C |r| (+/-)-3-(3-isopropylphenyl)butanal